C1N(CC2=C3C(C=CC=C13)=CC=C2)C2=CC=CC(=N2)S(=O)(=O)NC(=O)C=2C(=NC=CC2)N2C(CC(C2)C)(C)C N-[[6-(1,3-Dihydrobenzo[de]isochinolin-2-yl)-2-pyridyl]sulfonyl]-2-(2,2,4-trimethylpyrrolidin-1-yl)pyridin-3-carboxamid